N-succinimidyl 4-(p-maleimidophenyl)butyrate C1CC(=O)N(C1=O)OC(=O)CCCC2=CC=C(C=C2)N3C(=O)C=CC3=O